COC1=CC(=C2C=CC=NC2=C1)C1(CC1)C=1C(=C(C(=O)N)C=C(C1)OCC1N(CC1)C)C (1-(7-methoxyquinolin-5-yl)cyclopropyl)-2-methyl-5-((1-methyl-azetidin-2-yl)methoxy)benzamide